CS(=O)(=O)C=1N=CC2=C(N1)N(C(C(=C2C#C[Si](C(C)C)(C(C)C)C(C)C)C)=O)C2CCC(CC2)NC(C)=O N-[(1s,4s)-4-{2-methanesulfonyl-6-methyl-7-oxo-5-[2-(triisopropylsilyl)ethynyl]pyrido[2,3-d]pyrimidin-8-yl}cyclohexyl]acetamide